2-chloro-N-((4-methyl-2-oxo-1,2,5,6,7,8-hexahydroquinolin-3-yl)methyl)-6-(trifluoromethyl)nicotinamide ClC1=C(C(=O)NCC=2C(NC=3CCCCC3C2C)=O)C=CC(=N1)C(F)(F)F